ClC1=C(C=C2C(C(NC2=C1)=O)=C(C1=CC(=NO1)OC)O)C1=CC=C(C=C1)N(C)C1CC1 6-chloro-5-[4-[cyclopropyl(methyl)amino]phenyl]-3-[hydroxy-(3-methoxyisoxazol-5-yl)methylene]indolin-2-one